CC(C)(C)[S@@](=O)/N=C(\C)/C1=CC(=CC(=C1)C(F)(F)F)C (R,E)-2-methyl-N-(1-(3-methyl-5-(trifluoromethyl)phenyl)ethylidene)propane-2-sulfinamide